8,9-difluoro-2H-pyrano[3,4-c]isoquinoline-1,6(4H,5H)-dione FC=1C(=CC=2C3=C(NC(C2C1)=O)COCC3=O)F